CN(CCC1(CC=C(N=C1)C(=O)N)C(=O)NC)C 5-(2-(dimethylamino)ethyl)-N5-methylpyridine-2,5-dicarboxamide